tert-butyl 4-(6-isopropoxy-5-nitro-1-oxoisoindolin-2-yl)piperidine-1-carboxylate C(C)(C)OC1=C(C=C2CN(C(C2=C1)=O)C1CCN(CC1)C(=O)OC(C)(C)C)[N+](=O)[O-]